(3,3-dimethyl-2,4-pentanediol) borate B(O)(O)OC(C)C(C(C)O)(C)C